ClC1=CC=C(C=C1)C1=C(C=CC=C1)CN1CCN(CC1)C1(CC1)C=1C=C2CN(C(C2=CC1)=O)C1C(NC(CC1)=O)=O 3-(5-(1-(4-((4'-chloro-[1,1'-biphenyl]-2-yl)methyl)piperazin-1-yl)cyclopropyl)-1-oxoisoindolin-2-yl)piperidine-2,6-dione